CC1(NC(CC(C1)OC(C1=CC=C(C(=O)OC2CC(NC(C2)(C)C)(C)C)C=C1)=O)(C)C)C bis(2,2,6,6-tetramethyl-4-piperidinyl)-terephthalate